[OH-].[K+].[Bi+3].[OH-].[OH-].[OH-] bismuth potassium hydroxide